2-chloro-1-(6-methoxy-2-naphthyl)propan benzyl-((4-(4,4-difluoropiperidin-3-yl)pyridin-2-yl)methyl)carbamate C(C1=CC=CC=C1)N(C(O)=O)CC1=NC=CC(=C1)C1CNCCC1(F)F.ClC(CC1=CC2=CC=C(C=C2C=C1)OC)C